2-[(5-fluoro-2-methoxy-3-pyridyl)methyl]thiazol FC=1C=C(C(=NC1)OC)CC=1SC=CN1